C(C(C)C)NCCCCCCCCCN N-isobutylnonane-1,9-diamine